4-methylfluorene-3-carboxylate CC1=C(C=CC=2CC3=CC=CC=C3C12)C(=O)[O-]